OC1(CCN(CC1C)C(=O)OCC1=CC=CC=C1)C benzyl 4-hydroxy-4,5-dimethylpiperidine-1-carboxylate